2-methyl-2-undecanol CC(C)(CCCCCCCCC)O